CNC(C(C)C1=CC=CC=C1)=O N-methyl-phenylpropionamide